3-[2-amino-5-(2,6-dimethyl-4-pyridinyl)thiazol-4-yl]-2-methyl-benzonitrile NC=1SC(=C(N1)C=1C(=C(C#N)C=CC1)C)C1=CC(=NC(=C1)C)C